cinnamyl-(methyl)sulfur tert-Butyl-2-(((tert-Butoxycarbonyl)(cyclobutylmethyl)amino)methyl)-6-((pyrazolo[1,5-a]pyrido[2,3-e]pyrazine-8-carboxamido)methyl)-1H-indole-1-carboxylate C(C)(C)(C)OC(=O)N1C(=CC2=CC=C(C=C12)CNC(=O)C1=CC2=C(N=CC=3N2N=CC3)N=C1)CN(CC1CCC1)C(=O)OC(C)(C)C.C(C=CC1=CC=CC=C1)SC